4-(5-(3,5-dimethylisoxazol-4-yl)-1-(1-(2-hydroxy-2-methylpropyl)-1H-pyrazol-4-yl)-1H-pyrrolo[2,3-b]pyridin-3-yl)-3-(trifluoromethoxy)benzoic acid CC1=NOC(=C1C=1C=C2C(=NC1)N(C=C2C2=C(C=C(C(=O)O)C=C2)OC(F)(F)F)C=2C=NN(C2)CC(C)(C)O)C